C1(CC1)OC=1C2=C(N=C(N1)NC(C)=O)NC=C2C=2C=C1CN(C(C1=C(C2)OC(F)F)=O)[C@@H](C)C2CC2 (S)-N-(4-cyclopropyloxy-5-(2-(1-cyclopropylethyl)-7-(difluoromethoxy)-1-oxoisoindolin-5-yl)-7H-pyrrolo[2,3-d]pyrimidin-2-yl)acetamide